N-(2-(7-azaspiro[3.5]non-7-yl)pyrimidin-4-yl)-3-(2-fluoro-4-methoxyphenyl)isoxazol-5-amine C1CCC12CCN(CC2)C2=NC=CC(=N2)NC2=CC(=NO2)C2=C(C=C(C=C2)OC)F